(4-((5-chloro-4-(1-isopropyl-1H-pyrazol-4-yl)pyrimidin-2-yl)amino)-2-fluoro-5-methoxyphenyl)(4-(dimethylamino)piperidin-1-yl)methanone ClC=1C(=NC(=NC1)NC1=CC(=C(C=C1OC)C(=O)N1CCC(CC1)N(C)C)F)C=1C=NN(C1)C(C)C